{[(tert-butoxy)carbonyl](([(tert-butoxy)carbonyl]amino))amino}piperidine-1,4-dicarboxylate C(C)(C)(C)OC(=O)N(NC(=O)OC(C)(C)C)C1N(CCC(C1)C(=O)[O-])C(=O)[O-]